C1(CC1)C=1N=CC2=C3C(=CC(=C2C1)S(NCC(C)C)(=O)=O)C(CC3)NC(=S)NC=3C=NC=C(C3)C 1-[3-cyclopropyl-5-(isobutylsulfamoyl)-8,9-dihydro-7H-cyclopenta[h]isoquinolin-7-yl]-3-(5-methyl-3-pyridyl)thiourea